1-benzyl-1,5-diamino-2-methylpentane C(C1=CC=CC=C1)C(C(CCCN)C)N